4-((3-(4-(4-chloro-2-fluorophenyl)piperidin-1-yl)-2-oxopyrrolidin-1-yl)sulfonyl)-N,N-dimethylbenzenesulfonamide ClC1=CC(=C(C=C1)C1CCN(CC1)C1C(N(CC1)S(=O)(=O)C1=CC=C(C=C1)S(=O)(=O)N(C)C)=O)F